NC1=NC2=CC=C(C=C2C=C1C)C(=O)N(CC1=NC=C(C=C1)C(F)(F)F)[C@@H]1C[C@@H](C2=CC=CC=C12)C 2-amino-3-methyl-N-((1R,3S)-3-methyl-2,3-dihydro-1H-inden-1-yl)-N-((5-(trifluoromethyl)-2-pyridinyl)methyl)-6-quinolinecarboxamide